tert-Butyl (3-cyano-4-(3-((S)-3-((dimethylamino)methyl) pyrrolidin-1-yl)-5-fluoro-7,9-dihydrofuro[3,4-f]quinazolin-6-yl)-5-fluorobenzo[b]thiophen-2-yl)carbamate C(#N)C=1C2=C(SC1NC(OC(C)(C)C)=O)C=CC(=C2C=2C1=C(C=3C=NC(=NC3C2F)N2C[C@@H](CC2)CN(C)C)COC1)F